CC1=C(C=C(C=C1)C1=CN(C=C1)C1=CC=CC=C1)S(=O)(=O)N1CCOCC1 ((2-methyl-5-(1-phenyl-1H-pyrrol-3-yl)phenyl)sulfonyl)morpholine